mono-cinnamyl-ascorbate C(C=CC1=CC=CC=C1)OC1=C(C(=O)O[C@@H]1[C@@H](O)CO)O